CC=1C=CC(=NC1)C(=O)N1CCC2(C(C2)CNC(=O)C2=CC=3C(=CN=CC3)O2)CC1 N-[[6-(5-methylpyridine-2-carbonyl)-6-azaspiro[2.5]octan-2-yl]methyl]furo[2,3-c]pyridine-2-carboxamide